BrC=1C=C2C(=NN(C(C2=CC1)=O)CC(=O)OC)CC(F)F methyl 2-(6-bromo-4-(2,2-difluoroethyl)-1-oxophthalazin-2(1H)-yl)acetate